COC1=C(C=CC=C1)C(=O)N1CCC(CC1)CCCCNC(=O)C1=CC=2C=NC=CC2N1 N-(4-{1-[(2-methoxyphenyl)carbonyl]piperidin-4-yl}butyl)-1H-pyrrolo[3,2-c]pyridine-2-carboxamide